COC(=O)C1=CC=C(C=C1)[C@@H]1C=C(CC=N1)C1=CSC=C1 (S)-6-(4-(methoxycarbonyl)phenyl)-4-(thiophen-3-yl)-3,6-dihydropyridine